COC1OC2=CC=CC=C2CC1 methoxychroman